o-methoxyacetophenone CC(=O)C1=CC=CC=C1OC